ClC1=CC=C(C=C1)[C@@]1(N(C(C2=CC(=CC(=C12)F)C(C)(C)O)=O)CC1=NC=C(C=C1)Cl)O[C@H]1CC(CC1)=O (3R)-3-(4-chlorophenyl)-2-[(5-chloropyridin-2-yl)methyl]-4-fluoro-6-(2-hydroxypropan-2-yl)-3-[(3R)-oxocyclopent-3-yloxy]-2,3-dihydro-1H-isoindol-1-one